FC(C=1C(=C(C=CC1)[C@@H](C)NC(=O)C1=CC2=C(N=CN=C2N(C)C)N1C)F)F (R)-N-(1-(3-(difluoromethyl)-2-fluorophenyl)ethyl)-4-(dimethylamino)-7-methyl-7H-pyrrolo[2,3-d]pyrimidine-6-carboxamide